NN1C(=NN=C(C1=O)C1=CC=CC=C1)C 4-amino-3-methyl-6-phenyl-1,2,4-triazin-5-one